(R)-2-Amino-3-(1H-indol-3-yl)propyl-6-(2-(4-fluoro-3-methylphenyl)pyridin-3-yl)imidazo[1,2-a]pyridine N[C@@H](CC=1N=C2N(C=C(C=C2)C=2C(=NC=CC2)C2=CC(=C(C=C2)F)C)C1)CC1=CNC2=CC=CC=C12